CN(CCN1N=NN=C1SC1=C(C(=O)O)C=C(C=C1)[N+](=O)[O-])C 2-({1-[2-(dimethylamino)ethyl]-1H-1,2,3,4-tetrazol-5-yl}sulfanyl)-5-nitrobenzoic acid